C(C)OC1=CC(=NN1)C(=O)NCCC1=CC=C(C=C1)CNC(=O)C1CCC(CC1)=C 5-ethoxy-N-[2-(4-{[(4-methylidenecyclohexyl)formamido]methyl}phenyl)ethyl]-1H-pyrazole-3-carboxamide